4-(bicyclo[3.1.0]hexan-3-ylamino)-2-(methylthio)pyrimidine-5-carbaldehyde C12CC(CC2C1)NC1=NC(=NC=C1C=O)SC